5-(N-(2-(4-(2-methoxybenzoyl)piperazin-1-yl)phenyl)-N-phenethylsulfamoyl)3-methylbenzofuran-2-carboxylic acid ethyl ester C(C)OC(=O)C=1OC2=C(C1C)C=C(C=C2)S(N(CCC2=CC=CC=C2)C2=C(C=CC=C2)N2CCN(CC2)C(C2=C(C=CC=C2)OC)=O)(=O)=O